rel-N-[(1R)-1-(5-cyano-4-methylpyridin-2-yl)ethyl]-2-(5,6-difluoro-2-oxo-1,4-dihydroquinazolin-3-yl)acetamide C(#N)C=1C(=CC(=NC1)[C@@H](C)NC(CN1C(NC2=CC=C(C(=C2C1)F)F)=O)=O)C |o1:8|